FC1=C(N=CC2=C1N=C(N=C2N([C@H]2CN(CC2)C(=O)OC(C)(C)C)C)OCC21CCCN1CCC2)[Sn](CCCC)(CCCC)CCCC (R)-tert-butyl 3-((8-fluoro-2-((hexahydro-1H-pyrrolizin-7a-yl)methoxy)-7-(tributylstannyl)pyrido[4,3-d]pyrimidin-4-yl)(methyl)amino)pyrrolidine-1-carboxylate